4-(1-(2-Chloro-4-((methylamino)methyl)phenyl)-1H-pyrazol-4-yl)-2-(((3R,4S)-3-fluoro-1-(methylsulfonyl)piperidin-4-yl)amino)pyrimidine-5-carbonitrile ClC1=C(C=CC(=C1)CNC)N1N=CC(=C1)C1=NC(=NC=C1C#N)N[C@@H]1[C@@H](CN(CC1)S(=O)(=O)C)F